(t-butylvinylidene)(pyridine) C(C)(C)(C)C=C=C1NC=CC=C1